dithiodibutyl phthalate C1(C=2C(C(=O)OCCCCSSCCCCO1)=CC=CC2)=O